calcium chloride chloride [Cl-].[Cl-].[Ca+2]